FC=1C=C(C#N)C=CC1N1CC(N(C2(CN(C2)C2=C(C=CC=C2)NC)C1=O)CC1=CC=C(C=C1)C(F)(F)F)=O 3-fluoro-4-(2-(2-(methyl-amino)phenyl)-6,9-dioxo-5-(4-(trifluoromethyl)-benzyl)-2,5,8-triazaspiro-[3.5]nonan-8-yl)benzonitrile